OCCN1CCN(CC1)CCNC=C1C(CC(CC1=O)C1=C2C=NNC2=CC=C1)=O 2-(((2-(4-(2-hydroxyethyl)piperazin-1-yl)ethyl)amino)methylene)-5-(1H-indazol-4-yl)cyclohexane-1,3-dione